N1C(=CC=C1)C=1N=NN(C1)C(C(=O)N1[C@@H](C[C@H](C1)O)C(=O)NC)C(C)C (2S,4R)-1-(2-(4-(1H-pyrrol-2-yl)-1H-1,2,3-triazol-1-yl)-3-methylbutanoyl)-4-hydroxy-N-methylpyrrolidine-2-carboxamide